(2R,5S)-5-(4-chlorobenzyl)-4-(4-(5-methyloxazol-2-yl)-cyclohexyl)morpholine-2-carboxylic acid 2,2,2-trifluoroacetate FC(C(=O)O)(F)F.ClC1=CC=C(C[C@H]2CO[C@H](CN2C2CCC(CC2)C=2OC(=CN2)C)C(=O)O)C=C1